3-bromo-4-(3-(5-fluoropyridin-2-yl)-1-methyl-1H-pyrazol-4-yl)-1H-pyrrolo[2,3-b]pyridine BrC1=CNC2=NC=CC(=C21)C=2C(=NN(C2)C)C2=NC=C(C=C2)F